C(C)(C)(C)NC1=NC(=CC=C1NC(C)CC)C1=CC=C(C=C1)C N2-tert-butyl-6-(p-tolyl)-N3-sec-butyl-pyridine-2,3-diamine